C1(CCCC1)N1CC2(CC1)CCN(CC2)C=2C1=C(N=C(N2)C=2C(=NN(C2)C)C)C=NC=C1 4-(2-cyclopentyl-2,8-diazaspiro[4.5]decan-8-yl)-2-(1,3-dimethyl-1H-pyrazol-4-yl)pyrido[3,4-d]pyrimidine